CN1N=C(C=C1)O 1-methyl-pyrazol-3-ol